2,2'-seleno-bis(N-(2-methoxybenzyl)acetamide) [Se](CC(=O)NCC1=C(C=CC=C1)OC)CC(=O)NCC1=C(C=CC=C1)OC